ClC=1C=NC=C(C1[C@@H](C)OC=1C=C2C(=NNC2=CC1)C=1C=C(C(=NC1)OC)C#N)Cl 5-[5-[(1R)-1-(3,5-dichloro-4-pyridyl)ethoxy]-1H-indazol-3-yl]-2-methoxy-pyridine-3-carbonitrile